O[C@H](C(=O)N1C[C@@H]2[C@H](C1)CC(C2)NC2=C1C(=NC=C2C=2SC(=CN2)C2(CCN(CC2)C)O)NC=C1)C (S)-2-hydroxy-1-((3aR,5R,6aS)-5-((5-(5-(4-hydroxy-1-methylpiperidin-4-yl)-thiazol-2-yl)-1H-pyrrolo[2,3-b]pyridin-4-yl)amino)hexahydrocyclopenta[c]pyrrol-2(1H)-yl)-propan-1-one